4-Methyl-N-[4-(1-methyl-azepan-3-yl)-2-trifluoromethyl-phenyl]-3-{4-[5-(1-methyl-1H-pyrazol-3-yl)-pyridin-3-yl]-pyrimidin-2-ylamino}-benzamide CC1=C(C=C(C(=O)NC2=C(C=C(C=C2)C2CN(CCCC2)C)C(F)(F)F)C=C1)NC1=NC=CC(=N1)C=1C=NC=C(C1)C1=NN(C=C1)C